C(C)(C)(C)OC(CN1CC=2C=CC(=NC2CC1)C(=O)O)=O 6-(2-(tert-butoxy)-2-oxoethyl)-5,6,7,8-tetrahydro-1,6-naphthyridine-2-carboxylic acid